C12(CC3CC(CC(C1)C3)C2)C2=CC(=C(C=C2)NC2=CC=C(C=C2)NC(=O)C2=C(C(=O)O)C=CC=C2)Cl 2-((4-((4-((3r,5r,7r)-adamantan-1-yl)-2-chlorophenyl)amino)phenyl)carbamoyl)benzoic acid